(Z)-N-(4-(3-((4-(oct-1-en-1-yl)phenyl)sulfonamido)phenyl)thiazol-2-yl)acetamid C(=C/CCCCCC)/C1=CC=C(C=C1)S(=O)(=O)NC=1C=C(C=CC1)C=1N=C(SC1)NC(C)=O